OC=1[C@@H](N(C(C1)=O)C(=O)OC(C)(C)C)C tert-butyl (S)-3-hydroxy-2-methyl-5-oxo-2,5-dihydro-1H-pyrrole-1-carboxylate